C(C)(C)OC[C@@H]1COCCN1CC1NCC(N(C1)C(=O)[O-])C 5-(((S)-3-(isopropoxymethyl)morpholino)methyl)-2-methylpiperazine-1-carboxylate